5-methyl-1-(4-(4-(4-(4-methylpiperazine-1-carbonyl)bicyclo[2.2.2]oct-1-yl)benzyl)phenyl)-1H-pyrazole-3-carboxamide CC1=CC(=NN1C1=CC=C(C=C1)CC1=CC=C(C=C1)C12CCC(CC1)(CC2)C(=O)N2CCN(CC2)C)C(=O)N